tert-butyl (S,Z)-2-(4-(4-(4-aminobut-3-en-1-yl)phenyl)-2,3,9-trimethyl-6H-thieno[3,2-f][1,2,4]triazolo[4,3-a][1,4]diazepin-6-yl)acetate NC=CCCC1=CC=C(C=C1)/C/1=N/[C@H](C=2N(C3=C1C(=C(S3)C)C)C(=NN2)C)CC(=O)OC(C)(C)C